N,N-diethylaminomethylamine C(C)NN(NCC)C